CN1[C@H](CC1)C(=O)O (2R)-1-methylazetidine-2-carboxylic acid